NC=1N=C(C2=C(N1)C=CN(C2=O)CC2=CC=C(C=C2)CN2CCN(CC2)C2CCCC2)NCCCC 2-amino-4-(butylamino)-6-(4-((4-cyclopentylpiperazin-1-yl)methyl)benzyl)pyrido[4,3-d]pyrimidin-5(6H)-one